O[C@H](CO)C1=C2N=CC=NC2=C(C=C1CNC(C=C)=O)C1=CC=C(C=C1)OC(F)(F)F (S)-N-((5-(1,2-dihydroxyethyl)-8-(4-(trifluoromethoxy)phenyl)quinoxalin-6-yl)methyl)acrylamide